Yttrium(III) isopropoxide CC([O-])C.[Y+3].CC([O-])C.CC([O-])C